NC1=C(N=C(C(=N1)N1CCC2(CC1)[C@@H](C1=C(N=CS1)C2)N)C)SC2=C(C(=NC=C2)N2CCCC2)Cl (S)-1'-(6-amino-5-((3-chloro-2-(pyrrolidin-1-yl)pyridin-4-yl)thio)-3-methylpyrazin-2-yl)-4,6-dihydrospiro[cyclopenta[d]thiazole-5,4'-piperidin]-6-amine